2,4-dimethyl-piperidine CC1NCCC(C1)C